BrCC(COC(C(F)(F)F)(C(F)(F)F)C(F)(F)F)(C)COC(C(F)(F)F)(C(F)(F)F)C(F)(F)F 2-(3-bromo-2-(((1,1,1,3,3,3-hexafluoro-2-(trifluoromethyl)propan-2-yl)oxy)methyl)-2-methylpropoxy)-1,1,1,3,3,3-hexafluoro-2-(trifluoromethyl)propane